(S)-3-(1-aminoethyl)-8-((1-(oxetan-3-yl)-1H-pyrazol-4-yl)ethynyl)-2-phenylisoquinoline-1(2H)-one N[C@@H](C)C=1N(C(C2=C(C=CC=C2C1)C#CC=1C=NN(C1)C1COC1)=O)C1=CC=CC=C1